ClC1=NC2=CC=CC=C2C(=N1)C1=CC=C(C=C1)C1=CC=CC2=CC=CC=C12 2-chloro-4-(4-(naphthalen-1-yl)phenyl)quinazoline